5-((2,6-diethyl-3,4-dihydroquinolin-1(2H)-yl)sulfonyl)-2-((tetrahydro-2H-pyran-4-yl)methoxy)benzyl alcohol C(C)C1N(C2=CC=C(C=C2CC1)CC)S(=O)(=O)C=1C=CC(=C(CO)C1)OCC1CCOCC1